FC=1C=CC(=NC1)C=1C(=NN(C1C)C([2H])([2H])[2H])C(=O)OC(C)(C)C tert-butyl 4-(5-fluoropyridin-2-yl)-5-methyl-1-(methyl-d3)-1H-pyrazole-3-carboxylate